FC1=CC=C(C(=O)NC(C)C2=NC=3CCCN(C3C=C2)C(=O)[C@]2(OCCCC2)C)C=C1 4-Fluoro-N-(1-{5-[(2S)-2-methyloxan-2-carbonyl]-5,6,7,8-tetrahydro-1,5-naphthyridin-2-yl}ethyl)benzamid